FC=1C=NN(C1)C1=CC=C(C=N1)C(C)CC(C)(S(=O)N)C 1-(1-(6-(4-fluoro-1H-pyrazol-1-yl)pyridin-3-yl)ethyl)-2-methylpropan-2-sulfinamide